FC=1C(=NC(=NC1)NC=1C(=NN(C1)[C@@H]1CNCCC1)OC)N1C=CC=2C(=CC=CC12)C#N (S)-1-(5-fluoro-2-((3-methoxy-1-(piperidin-3-yl)-1H-pyrazol-4-yl)amino)pyrimidin-4-yl)-1H-indole-4-carbonitrile